C(C)(C)(C)OC(=O)N1CCC(CC1)C=1SC2=C(N1)C(=C(N2C(=O)OC(C)(C)C)C=2C=C(C=1N(C2)N=CN1)OC)C(C)C tert-butyl 2-(1-(tert-butoxycarbonyl) piperidin-4-yl)-6-isopropyl-5-(8-methoxy-[1,2,4]triazolo[1,5-a]pyridin-6-yl)-4H-pyrrolo[3,2-d]thiazole-4-carboxylate